[C@H]12OC[C@H](N(C1)C[C@@H](C1=NC=CC(=C1)NS(=O)(=O)C1CC1)NC(=O)C=1SC(=CN1)C1=NC(=CN=C1)OCC)C2 N-((S)-2-((1r,4r)-2-oxa-5-azabicyclo[2.2.1]Heptane-5-yl)-1-(4-(cyclopropanesulphonylamino)pyridin-2-yl)ethyl)-5-(6-ethoxypyrazin-2-yl)thiazole-2-carboxamide